CN(C(=O)C1=CC=C2CC3(CCNCC3)CC2=C1)C N,N-dimethyl-1,3-dihydrospiro[indene-2,4'-piperidine]-6-carboxamide